C(CCC(=O)[O-])(=O)[O-] Butane-1,4-Dioate